2-carbamoylbenzo[b]thiophen C(N)(=O)C1=CC2=C(S1)C=CC=C2